ClC=1C=C(CNC2=NC(=NC=C2C(=O)O)N2C(CCC2)CO)C=CC1OC 4-(3-chloro-4-methoxybenzylamino)-5-carboxy-2-(2-hydroxymethyl-1-pyrrolidinyl)pyrimidine